ClC1=C(OCCCC(=O)NCC=2C=C3CN(C(C3=CC2)=O)C2C(NC(CC2)=O)=O)C(=CC(=C1)C(C)(C1=CC=C(C=C1)OCC1=NC(=NC=C1)S(=O)(=O)C)C)C#N 4-[2-chloro-6-cyano-4-[1-methyl-1-[4-[(2-methylsulfonylpyrimidin-4-yl)methoxy]phenyl]ethyl]phenoxy]-N-[[2-(2,6-dioxo-3-piperidyl)-1-oxo-isoindolin-5-yl]methyl]butanamide